CC=1C=C(C(=O)C2=CC=CC=C2)C=CC1C 3,4-dimethylbenzophenone